tert-butyl (2-(2-(2-(2-(2,3-difluoro-6-(2-morpholinothiazol-4-yl)phenoxy)ethoxy)ethoxy)ethoxy)ethyl)carbamate FC1=C(OCCOCCOCCOCCNC(OC(C)(C)C)=O)C(=CC=C1F)C=1N=C(SC1)N1CCOCC1